FC1=C(SC(=C1)C(C)(C)O)[S@](=O)(N)=NC(NC1=C2C(=NC3=C1CCC3)CCC2)=O (S)-3-fluoro-N'-((1,2,3,5,6,7-hexahydro-dicyclopenta[b,e]pyridin-8-yl)carbamoyl)-5-(2-hydroxypropan-2-yl)thiophene-2-sulfonimidamide